2-(imidazol-2-yl)pyrimidin-4-ol N1C(=NC=C1)C1=NC=CC(=N1)O